ethylene palladium [Pd].C=C